COC(C1=C(C=C(C=C1)CCC(=O)N)OC)=O 4-(3-amino-3-oxopropyl)-2-methoxybenzoic acid methyl ester